6-isopropyl-1-(1-isopropylpiperidin-4-yl)-5-(8-methoxy-[1,2,4]triazolo[1,5-a]pyridin-6-yl)-1,3-dihydro-2H-benzo[d]imidazol-2-one C(C)(C)C=1C(=CC2=C(N(C(N2)=O)C2CCN(CC2)C(C)C)C1)C=1C=C(C=2N(C1)N=CN2)OC